ClC1=NC=C2N(C(N(C2=N1)CC1=CC=C(C=C1)C=1N(C=C(N1)C(F)(F)F)C(C)C)=N)CC(F)(F)F 2-chloro-9-[[4-[1-isopropyl-4-(trifluoromethyl)imidazol-2-yl]phenyl]methyl]-7-(2,2,2-trifluoroethyl)purin-8-imine